4-fluoro-5-(trifluoromethoxy)isoindoline FC1=C2CNCC2=CC=C1OC(F)(F)F